C(#N)\C(\C)=C\1/CN(CC1)C(=O)OC(C)(C)C Tert-butyl (3Z)-3-(1-cyanoethylidene)pyrrolidine-1-carboxylate